(S)-2-((3R,5R)-3,5-Dimethylpiperazin-1-yl)-N-(3-(2-((2-fluoro-3-(methylsulfonyl)phenyl)amino)-5-methylpyrimidin-4-yl)-1H-indol-7-yl)-3-methoxypropanamid C[C@@H]1CN(C[C@H](N1)C)[C@H](C(=O)NC=1C=CC=C2C(=CNC12)C1=NC(=NC=C1C)NC1=C(C(=CC=C1)S(=O)(=O)C)F)COC